FC(C[C@H](N)C(=O)O)(C)C γ-fluoroleucine